FC1=CC=C(CN2CC(N(CC2)C2CC3(C2)CCNCC3)C3=C(C=CC=C3)C(C)C)C=C1 2-(4-(4-fluoro-benzyl)-2-(2-isopropylphenyl)piperazin-1-yl)-7-azaspiro[3.5]nonane